CN1N=CC(=C1)CNC(=O)C1(CC2=CC=CC=C2C1)CC(=O)O 2-[2-[(1-methylpyrazol-4-yl)methylcarbamoyl]indan-2-yl]acetic acid